Tert-butyl (1S,4s)-4-(5-(((1S,2R,3S,4R)-3-(((R*)-3-ethylpentan-2-yl)carbamoyl)bicyclo[2.2.1]heptan-2-yl)carbamoyl)-2-fluoro-4-methoxyphenoxy)-1-methylcyclohexane-1-carboxylate C(C)C([C@@H](C)NC(=O)[C@@H]1[C@@H]([C@H]2CC[C@@H]1C2)NC(=O)C=2C(=CC(=C(OC1CCC(CC1)(C(=O)OC(C)(C)C)C)C2)F)OC)CC |o1:3|